O=C1N(C(CC1)=O)OC(CCOCCOCCOCCOCCC(=O)O)=O 16-((2,5-dioxopyrrolidin-1-yl)oxy)-16-oxo-4,7,10,13-tetraoxahexadecanoic acid